BrC1=CC(=C(C(=O)O)C=C1)C(C(F)F)=O 4-bromo-2-(2,2-difluoroacetyl)benzoic acid